FC(C=1C=C(OCC(=O)N=C=O)C=C(C1)C(F)(F)F)(F)F 2-(3,5-bis(trifluoromethyl)phenoxy)acetyl isocyanate